C12(CC3CC(CC(C1)C3)C2)NCCN2CCN(CC2)CC#CC2=C3CN(C(C3=CC=C2)=O)C2C(NC(CC2)=O)=O 3-(4-(3-(4-(2-(adamantan-1-ylamino)ethyl)piperazin-1-yl)prop-1-yn-1-yl)-1-oxoisoindolin-2-yl)piperidine-2,6-dione